rac-(4,5-dihydro-7H-thieno[2,3-c]pyran-7-yl)-N-methyl-methylamine S1C=CC2=C1[C@@H](OCC2)N(C)C |r|